2-((((9H-Fluoren-9-yl)methoxy)carbonyl)(methyl)amino)-3-(2-(allyloxy)phenyl)propanoic acid C1=CC=CC=2C3=CC=CC=C3C(C12)COC(=O)N(C(C(=O)O)CC1=C(C=CC=C1)OCC=C)C